FC=1C=C(C=C(C1)C)S(=O)(=O)CCC(=O)N1CC2CCC(C1)N2C2=NC=C(C#N)C=C2 6-(3-(3-((3-fluoro-5-methylphenyl)sulfonyl)propanoyl)-3,8-diazabicyclo[3.2.1]octan-8-yl)nicotinonitrile